9-bromo-tetracyclo[6.2.1.13,6.02,7]-4-dodecene BrC1C2C3C4C=CC(C3C(C1)C2)C4